C(C)(=O)O[C@H]1[C@H](N(C[C@@H]1F)C(CN1N=C(C2=CC(=CC=C12)C=1C=NC(=NC1)C)C(C)=O)=O)C(NC1=NC(=CC=C1)Br)=O (2S,3S,4S)-1-(2-(3-acetyl-5-(2-methylpyrimidin-5-yl)-1H-indazol-1-yl) acetyl)-2-((6-bromopyridin-2-yl) carbamoyl)-4-fluoropyrrolidin-3-yl acetate